3-chloro-6-cyano-N-[(trans)-4-methoxycyclohexyl]isoquinoline-1-carboxamide ClC=1N=C(C2=CC=C(C=C2C1)C#N)C(=O)N[C@@H]1CC[C@H](CC1)OC